ClC1=C(C(=CC=C1Cl)O)[C@@H]1C[C@@H](NCC1)C(=O)N |o1:9,11| (2R,4S)-rel-4-(2,3-dichloro-6-hydroxyphenyl)piperidine-2-carboxamide